N-(2-bromo-6-chlorophenyl)-4-methoxy-2-((3-methyl-4-(1-methyl-piperidin-4-yl)phenyl)amino)pyrimidine-5-carboxamide BrC1=C(C(=CC=C1)Cl)NC(=O)C=1C(=NC(=NC1)NC1=CC(=C(C=C1)C1CCN(CC1)C)C)OC